CN(C)CC1=CC(=C(C(=C1)CN(C)C)O)CN(C)C tris(Dimethylaminomethyl)phenol